ClC1=CC=CC2=C1C=C(O2)C 4-chloro-2-methylbenzofuran